DIACETYL-D-TARTARIC ACID C(C)(=O)[C@@]([C@@](C(=O)O)(O)C(C)=O)(O)C(=O)O